C(C1=CC=CC=C1)OC=1C(=NC2=CC(=CC(=C2N1)[C@@H](C)NC1=C(C(=O)O)C=CC=C1)C)C#N (R)-2-((1-(3-(benzyloxy)-2-cyano-7-methylquinoxalin-5-yl)ethyl)amino)benzoic acid